ethyltri(methoxymethoxy)silane C(C)[Si](OCOC)(OCOC)OCOC